triethoxysilyl-ethylamine C(C)O[Si](OCC)(OCC)NCC